CC(CC[C@@H](CO)C(C)C)C (2R)-5-methyl-2-(1-methylethyl)-1-hexanol